3-oxo-piperazine-1-carboxylic acid butyl ester C(CCC)OC(=O)N1CC(NCC1)=O